CN1C2CCCC1CC2 8-methyl-8-azabicyclo[3.2.1]octan